7-Benzyl-4-(4-trifluoromethylbenzyl)-6,7,8,9-tetrahydrothieno[3,4-c][2,7]naphthyridine-5(4H)-one C(C1=CC=CC=C1)N1CCC=2C=3C(N(C(C2C1)=O)CC1=CC=C(C=C1)C(F)(F)F)=CSC3